3-hydroxy-3,5-dimethyl-furanone OC1(C(OC(=C1)C)=O)C